[1-(3-bromo-2-fluorophenyl)ethyl]cyclopropylamine BrC=1C(=C(C=CC1)C(C)NC1CC1)F